(3-(2-((cis-2-((dimethylamino)methyl)cyclopentyl)amino)-5-(trifluoromethyl)pyrimidin-4-yl)-1H-Indol-7-yl)dimethylphosphine oxide CN(C)C[C@@H]1[C@@H](CCC1)NC1=NC=C(C(=N1)C1=CNC2=C(C=CC=C12)P(C)(C)=O)C(F)(F)F